1-((3R,4S)-4-fluoro-3-((2-((isoxazol-4-yl)amino)-7H-pyrrolo[2,3-d]pyrimidin-4-yl)oxy)piperidin-1-yl)prop-2-en-1-one F[C@@H]1[C@@H](CN(CC1)C(C=C)=O)OC=1C2=C(N=C(N1)NC=1C=NOC1)NC=C2